6-cyano-2-(2,4-dichlorophenyl)-2-phenylhexanoic acid methyl ester COC(C(CCCCC#N)(C1=CC=CC=C1)C1=C(C=C(C=C1)Cl)Cl)=O